CC1=NN2C(N(C([C@H](CC2)NC(=O)C2=CC3=C(C=N2)COC32COCCC2)=O)C)=C1 N-[(6S)-2,4-Dimethyl-5-oxo-7,8-dihydro-6H-pyrazolo[1,5-a][1,3]diazepin-6-yl]spiro[3H-furo[3,4-c]pyridin-1,3'-tetrahydropyran]-6-carboxamid